[Sb].[Na].[Li] lithium sodium antimony